4-{5-[3-(4-Chlorophenyl)-3H-imidazo[4,5-c]pyridin-2-yl]pyrimidin-2-yl}piperazin-2-one ClC1=CC=C(C=C1)N1C(=NC2=C1C=NC=C2)C=2C=NC(=NC2)N2CC(NCC2)=O